N-methyl-O-(2-((tetrahydro-2H-pyran-2-yl)oxy)ethyl)-L-serin CN[C@@H](COCCOC1OCCCC1)C(=O)O